ClC=1C=C2C(=C(NC2=CC1)C(=O)NCCCCCNS(=O)(=O)C=1SC=CC1)S(=O)(=O)C1=CC(=CC(=C1)C)C 5-chloro-3-((3,5-dimethylphenyl)sulfonyl)-N-(5-(thiophene-2-sulfonamido)pentyl)-1H-indole-2-carboxamide